ClC1=C2C=C(NC2=CC(=C1OCC1=CC(=CC(=C1)C)C)Cl)C(=O)O 4,6-Dichloro-5-((3,5-dimethylbenzyl)oxy)-1H-indole-2-carboxylic acid